ClCC1=CC=NN1C 5-(Chloromethyl)-1-methyl-1H-pyrazole